C(C)(C)(C)NS(=O)(=O)C=1C=C(C=CC1)NC1=NC(=NC=C1C)NC1=CC=C(OCCCNC(OC(C)(C)C)=O)C=C1 tert-butyl (3-(4-((4-((3-(N-(tert-butyl)sulfamoyl)phenyl)amino)-5-methylpyrimidin-2-yl)amino)phenoxy)propyl)carbamate